C1(CC1)C1=CC=C(C=C1)CC(=O)NC(C)C=1C=C2C(=CN1)N(N=C2)CC(F)(F)F 2-(4-cyclopropylphenyl)-N-(1-(1-(2,2,2-trifluoroethyl)-1H-pyrazolo[3,4-c]pyridin-5-yl)ethyl)acetamide